C(C)(C)(C)OC(=O)C1=NC(=CC=C1C1=C(C(=NC=C1)OCC12CC3CC(CC(C1)C3)C2)C)N2CC3=C(C=CC=C3CC2)C(NC=2SC3=C(N2)C=CC=C3)=O 2'-(tricyclo[3.3.1.13,7]dec-1-ylmethoxy)-6-[8-(benzothiazol-2-ylcarbamoyl)-3,4-dihydro-1H-isoquinolin-2-yl]-3'-methyl-[3,4']bipyridinyl-2-carboxylic acid tert-butyl ester